FC1=CC(=CC=2NC=NC21)F 4,6-difluoro-1H-benzo[d]imidazole